β-phenyl-pyruvic acid C1(=CC=CC=C1)CC(C(=O)O)=O